CC1(CCC=2C(=NNC2C1)C=1NC2=CC(=CC=C2C1)C(=O)N1CCC(CC1)CN1CC2=CC=C(C=C2CC1)N1C(CCCC1=O)=O)C (2-((1-(2-(6,6-dimethyl-4,5,6,7-tetrahydro-1H-indazol-3-yl)-1H-indole-6-carbonyl)piperidin-4-yl)methyl)-1,2,3,4-tetrahydroisoquinolin-6-yl)piperidine-2,6-dione